CN1[C@H](CCC1)C=1NC2=CC(=CC=C2C1)N (R)-2-(1-methylpyrrolidin-2-yl)-1H-indol-6-amine